o-tetrahydropyranol O1C(CCCC1)O